4-[(2-{3-[(2-methoxypyridin-4-yl)amino]prop-1-yn-1-yl}-1-(2,2,2-trifluoroethyl)-1H-indol-4-yl)amino]-1λ6-thiane-1,1-dione COC1=NC=CC(=C1)NCC#CC=1N(C2=CC=CC(=C2C1)NC1CCS(CC1)(=O)=O)CC(F)(F)F